(5Z)-3-allyl-5-[[1-(p-tolyl)pyrazol-4-yl]methylene]-2-thioxo-thiazolidin-4-one C(C=C)N1C(S\C(\C1=O)=C/C=1C=NN(C1)C1=CC=C(C=C1)C)=S